COCCOC(/C=C/C(=O)O)=O (E)-4-(2-methoxyethoxy)-4-oxobut-2-enoic acid